6-(propan-2-yl)-18-oxa-11λ6-thia-10,15,20,21,24-pentaazatetracyclo-[17.3.1.112,15.02,7]tetracosa-1(22),2(7),3,5,12(24),13,19(23),20-octaene-9,11,11-trione CC(C)C1=CC=CC=2C3=CN=NC(OCCN4C=CC(S(NC(CC12)=O)(=O)=O)=N4)=C3